FC(C(=O)NC1=CC=NC2=CC=C(C=C12)C1=CC=CC(=N1)C(=O)NC1CCN(CC1)C)=C 6-[4-(2-fluoroprop-2-enamido)quinolin-6-yl]-N-(1-methylpiperidin-4-yl)pyridine-2-carboxamide